(S)- or (R)-N-(1-(1-cyclopropylethyl)-5-(difluoromethyl)-1H-pyrazol-4-yl)-2-(1H-pyrazol-4-yl)thiazole-4-carboxamide C1(CC1)[C@H](C)N1N=CC(=C1C(F)F)NC(=O)C=1N=C(SC1)C=1C=NNC1 |o1:3|